[F-].[Lu+3].[F-].[F-] lutetium(III) fluoride